C(C1=CC=CC=C1)OC(=O)N[C@H](C(=O)O)[C@@H](C=C)C |r| racemic-(2S,3R)-2-(benzyloxycarbonylamino)-3-methyl-pent-4-enoic acid